NC1=NC=C(C2=C1C(=NN2C(C)C)C2=CC(=C(C=C2)NS(=O)(=O)C(F)F)O[C@@H](C)C2=CC=C(C=C2)F)C2=CC=NC=C2 (S)-N-(4-(4-amino-1-isopropyl-7-(pyridin-4-yl)-1H-pyrazolo[4,3-c]pyridin-3-yl)-2-(1-(4-fluorophenyl)ethoxy)phenyl)-1,1-difluoromethane-sulfonamide